CC(=O)C1=CC=CC=C1F O-fluoroacetophenone